C1(=CC=CC=C1)C1=CC=2C(=NC=3C=C4C(=CC3C2C2=C1C=CC=C2)C=CC=C4)C(F)(F)F 5-Phenyl-7-(trifluoromethyl)dibenzo[b,k]phenanthridine